(R)-(+)-α-(2,3-dimethoxyphenyl)-1-[2-(4-fluorophenyl)ethyl]-4-piperidinemethanol COC1=C(C=CC=C1OC)[C@H](O)C1CCN(CC1)CCC1=CC=C(C=C1)F